ClC=1N=NC(=CC1C(F)(F)F)Cl 3,6-Dichloro-4-trifluoromethylpyridazine